rac-(3aR,5R,7S,7aR)-5-(3,5-difluorophenyl)-1,3,3,5,7-pentamethyl-octahydrobenzo[c]isoxazole FC=1C=C(C=C(C1)F)[C@]1(C[C@@H]2[C@H](N(OC2(C)C)C)[C@H](C1)C)C |r|